FC1=C(C=C(C=C1)NC(=O)C=1N(C=C2C1OC[C@H]1[C@H](NS2(=O)=O)CCN(C1)C(=O)OC(C)(C)C)C)C Trans-tert-butyl 1-((4-fluoro-3-methylphenyl)carbamoyl)-2-methyl-5,5a,6,7,9a,10-hexahydro-2H-pyrido[4,3-f]pyrrolo[3,4-b][1,4,5]oxathiazocine-8(9H)-carboxylate 4,4-dioxide